BrC1=CC(=C2C(=C(N(C2=C1)C(C)C)C(C)(C)O)C#N)F 6-bromo-4-fluoro-2-(2-hydroxypropan-2-yl)-1-isopropyl-1H-indole-3-carbonitrile